COC1=CC(=CN=N1)C=1C=CC2=C(C1)COC1=NC(=CC=C12)N1CC(CC1)NC1(CCC1)C 1-[8-(6-methoxypyridazin-4-yl)-6H-isochromeno[3,4-b]pyridin-3-yl]-N-(1-methylcyclobutyl)pyrrolidin-3-amine